ethylene glycol methyl ether COCCO